bis(2,4-di-t-pentylphenyl)-4-t-pentylphenyl phosphite P(OC1=C(C(=C(C=C1)C(C)(C)CC)C1=C(C=C(C=C1)C(C)(C)CC)C(C)(C)CC)C1=C(C=C(C=C1)C(C)(C)CC)C(C)(C)CC)([O-])[O-]